ethoxyvinyl-tributyl-tin C(C)OC=C[Sn](CCCC)(CCCC)CCCC